N-{4-[2-(2-chloro-4-fluorophenyl)acetylamino]pyridin-2-yl}-N-(4-fluorophenyl)butanamide ClC1=C(C=CC(=C1)F)CC(=O)NC1=CC(=NC=C1)N(C(CCC)=O)C1=CC=C(C=C1)F